BrC1=CC(=C(C(=C1)C([2H])([2H])[2H])NC(CC(C)(C)C)=O)C([2H])([2H])[2H] N-(4-bromo-2,6-bis(methyl-d3)phenyl)-3,3-dimethylbutanamide